C(C1=CC=CC=C1)N1N=C2C(N(CCC2=C1Cl)[C@@H]1C(N(C2=C(OC1)C=C(C(=C2)O)O)C)=O)=O (S)-3-(2-Benzyl-3-chloro-7-oxo-2,4,5,7-tetrahydro-6H-pyrazolo[3,4-c]pyridin-6-yl)-7,8-dihydroxy-5-methyl-2,3-dihydrobenzo[b][1,4]oxazepine-4(5H)-one